FC=1C=C(NC=2OC[C@@](CN2)(C)CO)C=C(C1OC1=C2C(=NC=C1)NC=C2C2=CC(=CC=C2)OC)F |r| (+/-)-[2-(3,5-difluoro-4-{[3-(3-methoxyphenyl)-1H-pyrrolo[2,3-b]pyridin-4-yl]oxy}anilino)-5-methyl-5,6-dihydro-4H-1,3-oxazin-5-yl]methanol